N-((R)-6-cyanochroman-3-yl)-6-(trifluoromethoxy)-5,6,7,8-tetrahydropyrazolo[5,1-b][1,3]oxazepin-2-carboxamide C(#N)C=1C=C2C[C@H](COC2=CC1)NC(=O)C1=NN2C(OCC(CC2)OC(F)(F)F)=C1